C1(CCCC1)NC1=CC=C(C=C1)[C@H]1[C@H](CCC2C1=CC(C=1N(C2)CC=CC1)=O)C(=O)NC1=CC(=C(C=C1)C)C(F)(F)F (9S,10R)-10-[4-(cyclopentylamino)phenyl]-N-[4-methyl-3-(trifluoromethyl)phenyl]-12-oxo-6,6a,7,8,9,10-hexahydro-5H-pyrido[1,2-b][2]benzazepine-9-carboxamide